CN(C=1C=C(C=CC1)COC1=CC=CC(=N1)S(=O)(=O)NC(=O)C=1C(=NC=CC1)N1C(CC(C1)C)(C)C)C N-[[6-[[3-(Dimethylamino)phenyl]methoxy]-2-pyridyl]sulfonyl]-2-(2,2,4-trimethylpyrrolidin-1-yl)pyridin-3-carboxamid